CN1C=NC2=CC=C(C(=C2C1=O)C)NC=1C(=C(C=CC1F)CCCS(=O)(=O)NCC1=CC=C(C=C1)OC)F 3-((3,5-dimethyl-4-oxo-3,4-dihydroquinazolin-6-yl)amino-2,4-difluorophenyl)-N-(4-methoxybenzyl)propane-1-sulfonamide